N-butyl-8-(3,5-dimethylisoxazol-4-yl)-9-isopropoxy-4-oxo-4H-pyrido[1,2-a]pyrimidine-3-carboxamide C(CCC)NC(=O)C1=CN=C2N(C1=O)C=CC(=C2OC(C)C)C=2C(=NOC2C)C